ClCC(=O)N1C(CCCC1)C=C 2-chloro-1-(2-vinyl-1-piperidyl)ethanone